C(N)(OC(C1=CC=CC=C1)B(O)O)=O (dihydroxy boryl)benzyl carbamate